2-(2-Chloroethyl)-4-methylenepyrrolidine-1,2-dicarboxylate ClCCC1(N(CC(C1)=C)C(=O)[O-])C(=O)[O-]